COC=1C=C2C(C(COC2=CC1C1=C(C=C(C=C1)OC)C)(C)C)NC(O[C@@H]1CN2CCC1CC2)=O (S)-quinuclidin-3-yl (6-methoxy-7-(4-methoxy-2-methylphenyl)-3,3-dimethylchroman-4-yl)carbamate